CN(C1=CC=CC=2SC(=CC21)C(=O)OCC)CCNC ethyl 4-(methyl(2-(methylamino)ethyl)amino)benzo[b]thiophene-2-carboxylate